FC=1C=C(C=CC1OCCOC)C1C(C(N(CC1)CCC1=CC=CC=C1)C)COC1=CC=C2CNC(C2=C1)=O (-)-6-{[trans,trans-4-[3-fluoro-4-(2-methoxyethoxy)phenyl]-2-methyl-1-(2-phenylethyl)piperidin-3-yl]Methoxy}-2,3-dihydro-1H-isoindol-1-one